C(C)(C)(C)OC(N(CC#C)C)=O Methyl-(prop-2-ynyl)carbamic acid tert-butyl ester